C(C)OC(CON1CN=CN=C1)CCCC 1-(2-ethoxyhexyloxy)-1,3,5-triazine